C(#C)C=1N=NN2C3=CC(=CC=C3N3C=NC(=C3CC12)C(=O)OCC)OC ethyl 5-ethynyl-16-methoxy-2,3,4,10,12-pentaazatetracyclo-[11.4.0.02,6.08,12]heptadeca-1(17),3,5,8,10,13,15-heptaene-9-carboxylate